4,6-dichloro-2-(2-pyridyl)-5-trifluoromethylpyridine ClC1=CC(=NC(=C1C(F)(F)F)Cl)C1=NC=CC=C1